C(C)NCN(C(C=C)=O)CNCC N,N-diethylaminomethyl-acrylamide